N[C@H](C=1OC2=C(N1)C=C(C=C2)[C@@H](COC)N2C(N[C@@H](C2)C(F)(F)F)=O)C2CCC(CC2)F (S)-1-((S)-1-(2-((S)-Amino((1r,4S)-4-fluorocyclohexyl)methyl)benzo[d]-oxazol-5-yl)-2-methoxyethyl)-4-(trifluoromethyl)imidazolidin-2-one